FC=1C=2OCC(N3CC(C(C(=CC1F)C32)=O)C=O)C 6,7-difluoro-2-methyl-10-oxo-4-oxa-1-azatricyclo[7.3.1.05,13]trideca-5(13),6,8-triene-11-carbaldehyde